CN1N=NN=C1N(C(C1=C(N=C(C=C1)C(F)(F)F)COCC=1N=NN(N1)C)=O)S(=O)(=O)C N-(1-methyl-1H-tetrazol-5-yl)-2-(((2-methyl-2H-tetrazol-5-yl)methoxy)methyl)-N-(methylsulfonyl)-6-(trifluoromethyl)nicotinamide